16-Hydroxy-hexacosanoic acid OC(CCCCCCCCCCCCCCC(=O)O)CCCCCCCCCC